Tert-butyl (S)-4-(7-bromo-2,8-difluoro-6-((trifluoromethyl) thio) quinazolin-4-yl)-3-methylpiperazine-1-carboxylate BrC1=C(C=C2C(=NC(=NC2=C1F)F)N1[C@H](CN(CC1)C(=O)OC(C)(C)C)C)SC(F)(F)F